5-hydroxy-2-((5-methylisoindol-2-yl)methyl)-4H-pyran-4-one OC=1C(C=C(OC1)CN1C=C2C=CC(=CC2=C1)C)=O